C(C1=CC=CC=C1)N(C(C(N)=O)=O)CC1=C(C=CC=C1)Cl N'-benzyl-N'-[(2-chlorophenyl)methyl]oxamide